sodium 2-(2-aminoethylamino)ethanesulfonic acid NCCNCCS(=O)(=O)O.[Na]